sodium 2-((2-aminoethyl)amino)ethanesulfonate NCCNCCS(=O)(=O)[O-].[Na+]